N-hydroxy-2-(2-methoxy-5-((2-methylquinazolin-4-yl)amino)phenyl)-3-methylbutanamide ONC(C(C(C)C)C1=C(C=CC(=C1)NC1=NC(=NC2=CC=CC=C12)C)OC)=O